3-[(E)-2-NITROVINYL]PHENYLBORONIC ACID [N+](=O)([O-])/C=C/C=1C=C(C=CC1)B(O)O